FCN1N=CC(=C1)C=1C=C(C(=O)NC=2N(C=C(N2)CCCC(=O)O)C2=CC=CC=C2)C=CC1 4-(2-(3-(1-(fluoromethyl)-1H-pyrazol-4-yl)benzoylamino)-1-phenyl-1H-imidazol-4-yl)butyric acid